C(C=C)(=O)N1C[C@H](C[C@@H]1C(F)F)N1N=C(C(=C1NC)C(=O)N)C#CC1=C(C2=C(N(C=N2)C2CC2)C=C1F)F 1-((3S,5R)-1-acryloyl-5-(difluoromethyl)pyrrolidin-3-yl)-3-((1-cyclopropyl-4,6-difluoro-1H-benzo[d]imidazol-5-yl)ethynyl)-5-(methylamino)-1H-pyrazole-4-carboxamide